4-((3,5-difluorophenyl)sulfonyl)-9-((3-methyloxetan-3-yl)methyl)-1-oxa-4,9-diazaspiro[5.5]undecane FC=1C=C(C=C(C1)F)S(=O)(=O)N1CCOC2(C1)CCN(CC2)CC2(COC2)C